(1s,5r)-4-(4-(1H-pyrrol-1-yl)styryl)-dimethylbicyclo[3.1.1]hept-3-en-2-one N1(C=CC=C1)C1=CC=C(C=CC2=CC(C3C(C2C3C)C)=O)C=C1